bicyclo[2.2.1]hept-5-en-2-yl(ethyl)-1,1,3,3-tetramethyldisiloxane C12C(CC(C=C1)C2)[Si](O[Si](C)(C)CC)(C)C